C1(=CC=CC=C1)P(C1=CC=C(C=2C(C3=CC=CC(=C3OC12)P(C1=CC=CC=C1)C1=CC=CC=C1)(C)C)CS(=O)(=O)O)C1=CC=CC=C1 4,5-bis(diphenylphosphino)-9,9-dimethyl-9H-xanthene-methanesulfonic acid